CC1=NOC(=C1C1=C(C(=C(C=C1CCCCC)O)C1CCCC(=C1)C)O)C 3-(3,5-dimethylisoxazol-4-yl)-5'-methyl-4-pentyl-1',2',3',4'-tetrahydro-[1,1'-biphenyl]-2,6-diol